1-(9Z-tetradecenoyl)-2-dodecanoyl-glycero-3-phosphoserine CCCCCCCCCCCC(=O)O[C@H](COC(=O)CCCCCCC/C=C\CCCC)COP(=O)(O)OC[C@@H](C(=O)O)N